disodium ethanol monoglycinate NCC(=O)OCC.[Na].[Na]